ClC1=CC=C(C=C1)C1=NC2=C(N1)C=C(C=C2C)C 2-(4-chlorophenyl)-4,6-dimethyl-1H-benzo[d]imidazole